tert-butyl ((7H-pyrrolo[2,3-d]pyrimidin-6-yl)methyl)carbamate N1=CN=CC2=C1NC(=C2)CNC(OC(C)(C)C)=O